FC=1C=NN2C1C(NC1=C(C(=CC=C21)CN2CC1=NN(C=C1C2)C=2C(=NC(=CC2)C)C(=O)NC)F)=O (5-((3,6-difluoro-4-oxo-4,5-dihydropyrazolo[1,5-a]quinoxalin-7-yl)methyl)-5,6-dihydropyrrolo[3,4-c]pyrazol-2(4H)-yl)-N,6-dimethylpicolinamide